(R)-3-(1-oxo-1,3,5,6,7,8-hexahydro-2H-pyrrolo[3,4-g]isoquinolin-2-yl)piperidine-2,6-dione O=C1N(CC=2C1=CC=1CCNCC1C2)[C@H]2C(NC(CC2)=O)=O